C(C)(C)N(C(C)C)CC=1C=C(COC=2C=C(C=CC2)C(CP(O)=O)CC)C=CC1C1=CC(=NC=C1F)OC (2-(3-((3-((diisopropylamino)methyl)-4-(5-fluoro-2-methoxypyridin-4-yl)benzyl)oxy)phenyl)butyl)phosphinic acid